IC1=C(C=CC=C1)N1C2N(C(C=3C=CC=CC13)=O)CCC1=C2NC2=CC=CC=C21 14-(2-iodophenyl)-8,13,13b,14-tetrahydroindolo[2',3':3,4]pyrido[2,1-b]quinazolin-5(7H)-one